((benzyloxy)carbonyl)-L-lysine C(C1=CC=CC=C1)OC(=O)N[C@@H](CCCCN)C(=O)O